FC(CCCCCCCCC(NO)=N)(F)F 10,10,10-trifluoro-N-hydroxydecanimidamide